C1=C2C3=C(N=CC2=CC=C1)C1=CC2=C(C=C1N3CCCCCCC(=O)NO)OCO2 7-(12H-[1,3]dioxolo[4',5':5,6]indolo[3,2-c]isoquinolin-12-yl)-N-hydroxyheptanamide